CC1NCC2(CCN(C2)C(=O)OC(C)(C)C)C1 tert-butyl 8-methyl-2,7-diazaspiro[4.4]nonane-2-carboxylate